CC([C@@H](C(=O)N1[C@@H](C[C@H](C1)O)C(=O)NC)N1N=NC(=C1)C(C)(N1C=CC=C1)C)(C)C (2S,4r)-1-[(2S)-3,3-dimethyl-2-[4-(1-methyl-1-pyrrol-1-yl-ethyl)triazol-1-yl]butyryl]-4-hydroxy-N-methyl-pyrrolidine-2-carboxamide